ethyl 9-azabicyclo[3.3.1]nonane-3-carboxylate Ethyl-9-benzyl-9-azabicyclo[3.3.1]nonane-3-carboxylate C(C)OC(=O)C1CC2CCCC(C1)N2CC2=CC=CC=C2.C21CC(CC(CCC2)N1)C(=O)OCC